N-Benzyl-2-(4-(trifluoromethyl)phenyl)oxazole-4-carboxamide C(C1=CC=CC=C1)NC(=O)C=1N=C(OC1)C1=CC=C(C=C1)C(F)(F)F